FC1=CC=C(C=C1)C12CC(C1)(C2)C=O 3-(4-fluorophenyl)bicyclo[1.1.1]pentane-1-carbaldehyde